6-[tert-butoxycarbonyl-[(2,4-dimethoxyphenyl)methyl]amino]-3-fluoro-4,5,6,7-tetrahydrobenzothiophene-2-carboxylic acid C(C)(C)(C)OC(=O)N(C1CC2=C(C(=C(S2)C(=O)O)F)CC1)CC1=C(C=C(C=C1)OC)OC